3-(1-(methylsulfonyl)-1,2,5,6-tetrahydropyridin-3-yl)propanoic acid CS(=O)(=O)N1CC(=CCC1)CCC(=O)O